ClC1=C(C=CC=C1C=1C=NC(=CC1)CN1C2(CC2)CCCC1=O)C1C(NC(CC1)=O)=O 3-(2-chloro-3-(6-((5-oxo-4-azaspiro[2.5]octan-4-yl)methyl)pyridin-3-yl)phenyl)piperidine-2,6-dione